ClC1=NC=CC(=C1)CCCO 3-(2-chloro-4-pyridyl)propan-1-ol